O1CCCC(=C1)B1OC(C)(C)C(C)(C)O1 3,4-dihydro-2H-pyran-5-boronic acid pinacol ester